F[C@@H]1[C@H]([C@@]2(CN[C@]1(C2)C)C)OC2=CC=C(N=N2)C2=C(C=C(C=C2)N2C=NC=C2)O 2-(6-(((1S,4S,5S,6S)-6-fluoro-1,4-dimethyl-2-azabicyclo[2.2.1]heptan-5-yl)oxy)pyridazin-3-yl)-5-(1H-imidazol-1-yl)phenol